3-methyl-4-pentyl-3-(pyridin-3-yl)-[1,1'-biphenyl]-2,6-diol CC1(C(C(=C(C=C1CCCCC)O)C1=CC=CC=C1)O)C=1C=NC=CC1